1,1,2,2,3,4,4,5,5,5-decafluoropentane FC(C(C(C(C(F)(F)F)(F)F)F)(F)F)F